α-ribose O[C@@H]1[C@H](O)[C@H](O)[C@H](O1)CO